NC=1C2=C(N=CN1)N(C(=C2C2=CC=C(C=C2)OC2=NC=CC=N2)C2=CCC1(CCN(CC1)C(C=C)=O)CC2)C (9-(4-amino-7-methyl-5-(4-(pyrimidin-2-yloxy)phenyl)-7H-pyrrolo[2,3-d]pyrimidin-6-yl)-3-azaspiro[5.5]undec-8-en-3-yl)prop-2-en-1-one